COC(CN(C)CC)=O methyl-2-(ethyl(methyl)amino)acetate